C(#N)C=1C=CC(=C(C1)C1=CC(=NC=C1C(=O)NC=1SC2=C(N1)CC[C@H](C2)NC2=CC=CC=C2)C)OC |r| (Racemic)-4-(5-Cyano-2-methoxyphenyl)-6-methyl-N-(6-(phenylamino)-4,5,6,7-tetrahydrobenzo[d]thiazol-2-yl)nicotinamide